3-(4-((3S,4S)-4-((5-cyclopropyl-3-(2-(trifluoromethoxy)phenyl)isoxazol-4-yl)methoxy)-3-fluoropiperidin-1-yl)phenyl)-1,2,4-oxadiazol-5(4H)-one C1(CC1)C1=C(C(=NO1)C1=C(C=CC=C1)OC(F)(F)F)CO[C@@H]1[C@H](CN(CC1)C1=CC=C(C=C1)C1=NOC(N1)=O)F